Tert-butyl 2-(5-(6-chloro-4-(methylamino) pyridin-3-yl)-1,3,4-thiadiazol-2-yl)-2,7-diazaspiro[3.5]nonane-7-carboxylate ClC1=CC(=C(C=N1)C1=NN=C(S1)N1CC2(C1)CCN(CC2)C(=O)OC(C)(C)C)NC